6,7-difluoro-5,10-dihydrothieno[3,2-c][2]benzothiepin-10-ol FC1=C(C=CC=2C(C3=C(SCC21)C=CS3)O)F